(R)-5-((((2'-(2-chloro-3-((3-fluoro-4-((3-(methoxymethyl)azetidin-1-yl)methyl)pyridin-2-yl)amino)phenyl)-6-methoxy-3'-methyl-[2,4'-bipyridin]-5-yl)methyl)amino)methyl)pyrrolidin-2-one ClC1=C(C=CC=C1NC1=NC=CC(=C1F)CN1CC(C1)COC)C1=NC=CC(=C1C)C1=NC(=C(C=C1)CNC[C@H]1CCC(N1)=O)OC